Chloromethyl 3-(2-acetoxy-4,6-dimethylphenyl)-3-methylbutanoate C(C)(=O)OC1=C(C(=CC(=C1)C)C)C(CC(=O)OCCl)(C)C